1-methoxy-2-methyl-pyrimidine-4-carboxylic acid methyl ester COC(=O)C1=NC(N(C=C1)OC)C